ClC=1C=CC(=C(C1)C1=NNC=C1C=1N=C2C=C(C=NC2=CC1)N1CCN(CC1)CCNC(C)C)F N-[2-[4-[6-[3-(5-chloro-2-fluoro-phenyl)-1H-pyrazol-4-yl]-1,5-naphthyridin-3-yl]piperazin-1-yl]ethyl]propan-2-amine